C(C)OC(=O)C1=C(N=C2N1CCCC2)N2N=C1C(N=CC(=C1)C(F)(F)F)=C2 2-[6-(trifluoromethyl)pyrazolo[4,3-b]pyridin-2-yl]-5,6,7,8-tetrahydroimidazo[1,2-a]pyridine-3-carboxylic acid ethyl ester